N(=[N+]=[N-])C=1C=C2C(=CC=NC2=CC1)NC1=CC=C(C(=O)NC2=CC=C(C=C2)NC2=CC=NC=C2)C=C1 4-((6-azidoquinolin-4-yl)amino)-N-(4-(pyridin-4-ylamino)phenyl)benzamide